N[C@@H](CC(=O)OC)C1=NC(=CC(=C1)C1=C(C=C(C=C1C)F)C)Cl methyl (S)-3-amino-3-(6-chloro-4-(4-fluoro-2,6-dimethylphenyl)pyridin-2-yl)propanoate